C[C@@H]1CNC[C@H]2N1CC(C2)NC(OC(C)(C)C)=O Tert-butyl N-[(4R,8aS)-4-methyl-1,2,3,4,6,7,8,8a-octahydro pyrrolo[1,2-a]pyrazin-7-yl]carbamate